4-(bromomethyl)piperidine BrCC1CCNCC1